C(C)(C)(C)OC(=O)N1[C@H]2[C@H]([C@H](C[C@@H]1CC2)N(C)C=2N=NC(=CN2)Cl)F (1R,2S,3S,5S)-3-((6-chloro-1,2,4-triazin-3-yl)(methyl)amino)-2-fluoro-8-azabicyclo[3.2.1]octane-8-carboxylic acid tert-butyl ester